(2-(5-Fluoro-1H-pyrazol-4-yl)-7-((R)-2-hydroxypropyl)-7H-pyrrolo[2,3-d]pyrimidin-5-yl)(6-fluorochroman-3-yl)methanone FC1=C(C=NN1)C=1N=CC2=C(N1)N(C=C2C(=O)C2COC1=CC=C(C=C1C2)F)C[C@@H](C)O